BrC1=CC=C2C(CC(C2=C1)=C(C#N)C#N)=O 2-(6-bromo-3-oxo-2,3-dihydro-1H-inden-1-ylidene)malononitrile